(R)-2-(4-methyl-6-(piperidin-3-ylthio)pyridazin-3-yl)-5-(trifluoromethyl)phenol CC1=C(N=NC(=C1)S[C@H]1CNCCC1)C1=C(C=C(C=C1)C(F)(F)F)O